ClC1=C(C=C2CN(C(C2=C1)=O)CC1OCC(CO1)N1C(C2=CC=CC=C2C1=O)=O)[N+](=O)[O-] 2-((2r,5r)-2-((6-chloro-5-nitro-1-oxoisoindolin-2-yl)methyl)-1,3-dioxan-5-yl)isoindoline-1,3-dione